2-(6-cyano-1-(2-(5-fluoro-2-(2-fluoroethoxy)phenyl)-2-((tetrahydro-2H-pyran-4-yl)oxy)ethyl)-5-methyl-2,4-dioxo-1,2-dihydrothieno[2,3-d]pyrimidin-3(4H)-yl)-2-methylpropionic acid C(#N)C1=C(C2=C(N(C(N(C2=O)C(C(=O)O)(C)C)=O)CC(OC2CCOCC2)C2=C(C=CC(=C2)F)OCCF)S1)C